tert-butyl (1R,5S)-3-(7-(8-chloronaphthalen-1-yl)-8-fluoro-2-(2-(4-(fluorosulfonyl)-benzamido)ethoxy)pyrido[4,3-d]pyrimidin-4-yl)-3,8-diazabicyclo[3.2.1]octane-8-carboxylate ClC=1C=CC=C2C=CC=C(C12)C1=C(C=2N=C(N=C(C2C=N1)N1C[C@H]2CC[C@@H](C1)N2C(=O)OC(C)(C)C)OCCNC(C2=CC=C(C=C2)S(=O)(=O)F)=O)F